OC(=O)C(F)(F)F.C(C)(C)(C)C1=NC(=NO1)C(=O)NCC1=C(C=C(C=C1)C1=CC=NC=2N1N=C(C2)CCCCN2CCC(CC2)C2=CC=C(C=C2)NC2C(NC(CC2)=O)=O)C 5-tert-butyl-N-[[4-[2-[4-[4-[4-[(2,6-dioxo-3-piperidyl)amino]phenyl]-1-piperidyl]butyl]pyrazolo[1,5-a]pyrimidin-7-yl]-2-methyl-phenyl]methyl]-1,2,4-oxadiazole-3-carboxamide TFA salt